methanone tert-butyl-(3aR,5s,6aS)-5-((6-(4-(trifluoromethyl)pyridin-3-yl)pyridazin-3-yl)amino)hexahydrocyclopenta[c]pyrrole-2(1H)-carboxylate C(C)(C)(C)OC(=O)N1C[C@@H]2[C@H](C1)CC(C2)NC=2N=NC(=CC2)C=2C=NC=CC2C(F)(F)F.C=O